chloro-6-(3-(dimethylamino)-2,2-dimethylpropoxy)nicotinaldehyde ClC1=C(C=O)C=CC(=N1)OCC(CN(C)C)(C)C